4-nitrobenzo[d][1,3]dioxole-5-carboxylate [N+](=O)([O-])C1=C(C=CC=2OCOC21)C(=O)[O-]